3-(perfluoro-n-butyl)propen oxide FC(C(C(C(F)(F)F)(F)F)(F)F)(CC1CO1)F